O1CCN(CC1)C=1C2=C(N=C(N1)CC1=CC(=NN1)C1=CC=CC=C1)C=C(O2)CN2CCCC2 4-morpholino-2-((3-phenyl-1H-pyrazol-5-yl)methyl)-6-(pyrrolidin-1-ylmethyl)furo[3,2-d]pyrimidine